CC(C#CC)(O[Si](OC(C#CC)(C)C)(OC(C#CC)(C)C)CCCCCC[SiH2]OC(OC(C#CC)(C)C)OC(C#CC)(C)C)C tris(1,1-dimethyl-2-butynyloxy)silyl-6-[bis(1,1-dimethyl-2-butynyloxy)methoxysilyl]hexane